FC(C(=O)O)(F)F.NC1=NC(=C(C=C1C=1C=C2CCNC(C2=CC1F)=O)C1=CC=C(C=C1)OC1CNC1)F 6-(2-amino-5-(4-(azetidin-3-yloxy)phenyl)-6-fluoropyridin-3-yl)-7-fluoro-3,4-dihydroisoquinolin-1(2H)-one 2,2,2-trifluoroacetate